C(C)[SiH](N[SiH](CC)CC)CC 1,1,3,3-tetraethyl-disilazane